C(C#CC)(=O)N1C[C@@H](CC1)C1=NC(=C2N1C(=CN=C2C)C)C2=CC=C(C(=O)NC1=NC=CC=C1)C=C2 (R)-4-(3-(1-(but-2-ynoyl)pyrrolidin-3-yl)-5,8-dimethylimidazo[1,5-a]pyrazin-1-yl)-N-(pyridin-2-yl)benzamide